C(C)(C)(C)C1=NC(=NO1)C(=O)NCC1=C(C=C(C=C1)C1=NC=NN2C1=C(N=C2)C)C 5-(tert-butyl)-N-(2-methyl-4-(5-methylimidazo[5,1-f][1,2,4]triazin-4-yl)benzyl)-1,2,4-oxadiazole-3-carboxamide